2-(2-oxo-3,4-dihydroquinolin-1(2H)-yl)-N-(2-(1-trityl-1H-imidazol-4-yl)thiophen-3-yl)acetamide O=C1N(C2=CC=CC=C2CC1)CC(=O)NC1=C(SC=C1)C=1N=CN(C1)C(C1=CC=CC=C1)(C1=CC=CC=C1)C1=CC=CC=C1